C(C)(C)OC=1C=C(C=C(C1)C(F)(F)F)B(O)O 3-ISOPROPOXY-5-TRIFLUOROMETHYLPHENYLBORONIC ACID